N-[1-[[1-(2-aminoethyl)tetrazol-5-yl]methyl]-3-[2,5-bis(difluoromethoxy)phenyl]pyrazol-4-yl]pyrazolo[1,5-a]pyrimidine-3-carboxamide NCCN1N=NN=C1CN1N=C(C(=C1)NC(=O)C=1C=NN2C1N=CC=C2)C2=C(C=CC(=C2)OC(F)F)OC(F)F